5-chloro-2-fluoro-4-(6-(methylsulfonyl)pyridin-3-yl)aniline ClC=1C(=CC(=C(N)C1)F)C=1C=NC(=CC1)S(=O)(=O)C